4-methyl-3-((2-methyl-6-(pyrazin-2-yl)-2H-pyrazolo[3,4-d]pyrimidin-4-yl)amino)-N-(3-(trifluoromethyl)phenyl)benzamide CC1=C(C=C(C(=O)NC2=CC(=CC=C2)C(F)(F)F)C=C1)NC=1C=2C(N=C(N1)C1=NC=CN=C1)=NN(C2)C